CNC(C1=NC=CC(=C1)OC1=CC=C(C=C1)NS(N)(=O)=O)=O N-methyl-4-(4-(sulfamoylamino)phenoxy)picolinamide